N-(3-cyanooxetan-3-yl)-3-((2-methylthiazol-5-yl)methyl)-2,4-dioxo-1,2,3,4-tetrahydroquinazolin-6-sulfonamide C(#N)C1(COC1)NS(=O)(=O)C=1C=C2C(N(C(NC2=CC1)=O)CC1=CN=C(S1)C)=O